OCC=1C(=NN(C1[O-])C)C(F)(F)F.[Na+] sodium 4-(hydroxymethyl)-1-methyl-3-(trifluoromethyl)-1H-pyrazol-5-olate